trioleyl-citramide C(CCCCCCC\C=C/CCCCCCCC)C(C(C(C(=O)N)(CCCCCCCC\C=C/CCCCCCCC)CCCCCCCC\C=C/CCCCCCCC)(O)C(=O)N)C(=O)N